(+)-11-[2-[2-[(diethylamino)methyl]-1-piperidinyl]acetyl]-5,11-dihydro-6H-pyrido[2,3-b][1,4]benzodiazepine-6-on C(C)N(CC)CC1N(CCCC1)CC(=O)N1C2=C(NC(C3=C1C=CC=C3)=O)C=CC=N2